ClC=1C=C(C=C(C1OC[C@@H]1OC1)Cl)C(C)(C)C1=CC=C(OCC(CNS(=O)(=O)C)=O)C=C1 (R)-N-(3-(4-(2-(3,5-dichloro-4-(oxiran-2-ylmethoxy)phenyl)propan-2-yl)phenoxy)-2-oxopropyl)methanesulfonamide